5-((S)-2-(2-Chlorophenyl)pyrrolidin-1-yl)-N-((R,E)-4-(cyclopropylsulfonyl)but-3-en-2-yl)pyrazine-2-carboxamide ClC1=C(C=CC=C1)[C@H]1N(CCC1)C=1N=CC(=NC1)C(=O)N[C@H](C)\C=C\S(=O)(=O)C1CC1